1-ethyl-6-fluoro-7-piperazin-1-yl-3-(4-hydroxy-cinnamoyl)-[1,8]naphthyridin-4(1H)-one C(C)N1C=C(C(C2=CC(=C(N=C12)N1CCNCC1)F)=O)C(C=CC1=CC=C(C=C1)O)=O